CN(CCOC1=CC2=C(N=C(S2)CNC(=O)C2(CC3=CC=CC=C3C2)CC(=O)O)C=C1)C 2-[2-[[6-[2-(dimethylamino)ethoxy]-1,3-benzothiazol-2-yl]methylcarbamoyl]indan-2-yl]acetic acid